8-chloro-2-(methoxymethyl)chroman-4-amine hydrochloride Cl.ClC=1C=CC=C2C(CC(OC12)COC)N